FC1=CC(=C(C=C1C=1C=NC(=NC1)N1CCNCC1)NC(=O)C1=CNC(C=C1C(F)(F)F)=O)N1C[C@@H](N([C@@H](C1)C)C)C N-(4-fluoro-5-(2-(piperazin-1-yl)pyrimidin-5-yl)-2-((3S,5R)-3,4,5-trimethylpiperazin-1-yl)phenyl)-6-oxo-4-(trifluoromethyl)-1,6-dihydropyridine-3-carboxamide